[Pb].C(C)(C)(C)O[SiH2]O[SiH2]OC(C)(C)C 1,3-bis(t-butoxy)disiloxane lead